C(C)(C)(C)OC(=O)N1CC2(C1)CC(CC2)C2=CC(=CC=C2)C(C)C 6-(3-isopropylphenyl)-2-azaspiro[3.4]Octane-2-carboxylic acid tert-butyl ester